[Ru]=O.[Y] yttrium ruthenium oxide